6-({4-[(2S)-2-{[8-(2,4-dimethyl-1,3-thiazol-5-yl)quinazolin-4-yl]amino}propyl]piperazin-1-yl}sulfonyl)-2,3-dihydro-1,3-benzothiazol-2-one CC=1SC(=C(N1)C)C=1C=CC=C2C(=NC=NC12)N[C@H](CN1CCN(CC1)S(=O)(=O)C1=CC2=C(NC(S2)=O)C=C1)C